(S)-6-(6-amino-5-chloropyrazin-2-yl)-7-fluoro-2-(4-((6-oxo-5-(trifluoromethyl)-1,6-dihydropyridazin-4-yl)amino)pentyl)isoquinolin-1(2H)-one NC1=C(N=CC(=N1)C=1C=C2C=CN(C(C2=CC1F)=O)CCC[C@H](C)NC=1C=NNC(C1C(F)(F)F)=O)Cl